N1=C(C=CC=C1)C#CC(CCCCC#C)=O 1-(pyridin-2-yl)nona-1,8-diyn-3-one